(S)-2-(4-(5-(trifluoromethyl)-1H-pyrazol-4-yl)indoline-1-carbonyl)pyrrolidine-1-carbonitrile FC(C1=C(C=NN1)C1=C2CCN(C2=CC=C1)C(=O)[C@H]1N(CCC1)C#N)(F)F